CC(C)(C(C(C(=C)C)(C)C)=O)C 2,2,4,4,5-pentamethylhex-5-en-3-one